2-fluoro-4-isobutyl-6-(4-((4-methoxy-3-methylpyridin-2-yl)methyl)piperazin-1-yl)benzonitrile FC1=C(C#N)C(=CC(=C1)CC(C)C)N1CCN(CC1)CC1=NC=CC(=C1C)OC